C1(=CC=C(C=C1)C=1NC2=CC=CC=C2C1N=NC1=CC=C(C=C1)C)C 2-(4-tolyl)-3-(4-tolylazo)indole